CN1N=C(N=C1)C1=C2C=C(NC2=CC=C1)C1=C(N=NC=C1)C(=O)N 4-(4-(1-methyl-1H-1,2,4-triazol-3-yl)-1H-indol-2-yl)pyridazine-3-carboxamide